[N+](=O)([O-])C1=CC2=C(NCCNS2(=O)=O)C=C1 8-nitro-2,3,4,5-tetrahydrobenzo[f][1,2,5]thiadiazepine 1,1-dioxide